C(C)(C)(C)OC(=O)N1CCC(CC1)C(C(=O)N)Br 4-(2-amino-1-bromo-2-oxoethyl)piperidine-1-carboxylic acid tert-butyl ester